O1C[C@H](CC1)N1N=CC2=C1NC(C=1C=CC=CC21)=O 3-((S)-tetrahydrofuran-3-yl)-3,4-dihydro-5H-pyrazolo[3,4-c]isoquinolin-5-one